1-((2S)-4-(Ethylamino)-2-phenylpiperidin-1-yl)-2,2,2-trifluoroethan-1-one C(C)NC1C[C@H](N(CC1)C(C(F)(F)F)=O)C1=CC=CC=C1